FC1=C(C(=CC=C1)F)CCNC(CC1N(C(CC1)=O)CC1=C(C(=CC=C1)F)F)=O N-[2-(2,6-difluorophenyl)ethyl]-2-[1-[(2,3-difluorophenyl)methyl]-5-oxopyrrolidin-2-yl]acetamid